C(C)(C)N(C1=NC(=CC(=N1)NC1=CC=C(C(=O)O)C=C1)C(F)(F)F)CCC 4-(2-(Isopropyl-(propyl)amino)-6-(trifluoromethyl)pyrimidin-4-ylamino)benzoic acid